2-(4-(4-fluorophenyl)-4-oxobutanoyl)-1,2,3,4-tetrahydroisoquinoline-3-carboxylic acid FC1=CC=C(C=C1)C(CCC(=O)N1CC2=CC=CC=C2CC1C(=O)O)=O